6-(morpholine-4-carbonyl)-2-oxo-1-((tetrahydro-2H-pyran-4-yl)methyl)indol N1(CCOCC1)C(=O)C1=CC=C2CC(N(C2=C1)CC1CCOCC1)=O